[3-[2-(4-chlorophenyl)-5,7-difluoro-1H-indol-3-yl]cyclobutyl]methanamine ClC1=CC=C(C=C1)C=1NC2=C(C=C(C=C2C1C1CC(C1)CN)F)F